ClC=1C=C2C=C(NC2=CC1)CNC(N(C)[C@H]1CN(CCC1)C(=O)NC1CCC1)=O (R)-3-(3-((5-chloro-1H-indol-2-yl)methyl)-1-methylureido)-N-cyclobutylpiperidine-1-carboxamide